spiro[oxetane-3,3'-[1,4]thiazepino[2,3,4-ij]quinazolin] S1CC2(CN3CN=CC4=CC=CC1=C34)COC2